N-(5-(5-(((1r,3r)-3-aminocyclobutyl)methoxy)-2-cyanopyridin-4-yl)pyrazolo[1,5-a]pyridin-2-yl)cyclopropanecarboxamide NC1CC(C1)COC=1C(=CC(=NC1)C#N)C1=CC=2N(C=C1)N=C(C2)NC(=O)C2CC2